cyano-3-phenoxybenzyl-2-[2-chloro-4-(trifluoromethyl)anilino]-3-methylbutanoate C(#N)C(C(C(=O)[O-])(NC1=C(C=C(C=C1)C(F)(F)F)Cl)CC1=CC(=CC=C1)OC1=CC=CC=C1)(C)C